N1=C(C=CC=C1)C1=C(C=CC=C1)[O-].COC1=C(OC(C)Cl)C=C(C=C1)[N+](=O)[O-] (2-methoxy-5-nitro-phenoxy)chloroethane 2-(pyridin-2-yl)phenolate